F[C@@H]1[C@@H](CN(C1)C=1C=NC(=CC1)C)NC(=O)[C@H]1CCN(C2(CC2)C1)C(=O)C1=NNC(=C1)C1=CC(=NC=C1F)OC (7S)-N-[(3R,4S)-4-fluoro-1-(6-methylpyridin-3-yl)pyrrolidin-3-yl]-4-[5-(5-fluoro-2-methoxypyridin-4-yl)-1H-pyrazole-3-carbonyl]-4-azaspiro[2.5]octane-7-carboxamide